C(CO)(=O)O.NCC1=NNC(C2=CC=C(C=C12)C=1C=NN(C1C1=C(C#N)C(=CC(=C1F)Cl)OC1CC1)C)=O 2-(4-(4-(aminomethyl)-1-oxo-1,2-dihydrophthalazin-6-yl)-1-methyl-1h-pyrazol-5-yl)-4-chloro-6-cyclopropoxy-3-fluorobenzonitrile glycolate